C1(CC1)COC=1C=C(C=CC1OC)C(CN1C(=CC(C=C1C)=O)C)O 1-(2-(3-cyclopropylmethoxy-4-methoxyphenyl)-2-hydroxyethyl)-2,6-dimethylpyridin-4(1H)-one